N[C@@H]1CN([C@@H]([C@@H](C1)C1=C(C(=CC=C1F)F)F)C)CC(F)(F)F (3S,5S,6R)-3-amino-6-methyl-1-(2,2,2-trifluoroethyl)-5-(2,3,6-trifluorophenyl)piperidine